C1C2CC3(CC(CC13)C2)NCCOCCNC2=C1C(N(C(=NC1=CC=C2)C)C2C(NC(CC2)=O)=O)=O 3-(5-((2-(2-(((3as,6as)-hexahydro-2,5-methanopentalen-3a(1H)-yl)amino)ethoxy)ethyl)amino)-2-methyl-4-oxoquinazolin-3(4H)-yl)piperidine-2,6-dione